NC=1C2=C(N=CN1)N(C=C2)[C@H]2[C@](O)([C@H](O)[C@H](O2)CO)CF 4-amino-7-(2-C-fluoromethyl-β-D-ribofuranosyl)-7H-pyrrolo[2,3-d]pyrimidine